C(C1=CC=CC=C1)OC1=CC(=C(C=C1)N1CCN(CC1)C(=O)OC(C)(C)C)F tert-butyl 4-(4-benzyloxy-2-fluoro-phenyl)piperazine-1-carboxylate